anthrone C1=CC=CC=2CC3=CC=CC=C3C(C12)=O